methyl (3R)-3-[tert-butyl(dimethyl)silyl]oxy-3-(3,4-difluorophenyl)propanoate [Si](C)(C)(C(C)(C)C)O[C@H](CC(=O)OC)C1=CC(=C(C=C1)F)F